C(CCCCCCCCCCCCCCC(C)C)(=O)O.C(CCCCCCC\C=C/CCCCCCCC)(=O)O oleic acid isostearate